2,6-dichloro-4-[2-(4-methyl-1,2,4-triazol-3-yl)-5-(trifluoromethyl)phenyl]pyridine ((4R,4R)-5-(2-iodophenyl)-2-phenyl-1,3-dioxolan-4-yl)methyl-sulfamate IC1=C(C=CC=C1)C1[C@H](OC(O1)C1=CC=CC=C1)CNS(O)(=O)=O.ClC1=NC(=CC(=C1)C1=C(C=CC(=C1)C(F)(F)F)C1=NN=CN1C)Cl